4-phenyl-2-(piperidin-4-yl)pyridazin-3(2H)-one 2,2,2-trifluoroacetate salt FC(C(=O)O)(F)F.C1(=CC=CC=C1)C=1C(N(N=CC1)C1CCNCC1)=O